tert-butyl (3S,5S)-3-[[4-[4-[2-chloro-4-(2,2,2-trifluoroethylsulfonylamino)phenoxy]-2-methyl-thiazol-5-yl]pyrimidin-2-yl]amino]-5-fluoro-piperidine-1-carboxylate ClC1=C(OC=2N=C(SC2C2=NC(=NC=C2)N[C@@H]2CN(C[C@H](C2)F)C(=O)OC(C)(C)C)C)C=CC(=C1)NS(=O)(=O)CC(F)(F)F